[(2S,3R,4R,6R,7R)-3-bromo-1-[(1S)-1-phenylethyl]-1-azoniatricyclo[2.2.1.02,6]heptan-7-yl]methyl acetate C(C)(=O)OC[C@@H]1[N+]2([C@@H]3[C@@H]([C@@H]1C[C@H]32)Br)[C@@H](C)C3=CC=CC=C3